ClC=1N=CC=2NC(C3=C(N(C2N1)C)SC(=N3)CC)=O 6-chloro-2-ethyl-4-methyl-4,9-dihydro-10H-pyrimido[5,4-b]thiazolo[5,4-e][1,4]diazepin-10-one